((1R,4R)-2-oxo-5-azabicyclo[2.2.1]hept-5-yl)-6-(4-methoxyphenyl)-5-methyl-2-phenylpyrazolo[1,5-a]pyrimidin-7(4H)-one O=C1[C@H]2CN([C@@H](C1)C2)C=2C(=NN1C2NC(=C(C1=O)C1=CC=C(C=C1)OC)C)C1=CC=CC=C1